C(C)(=O)N1CCC(CC1)C=1OC2=C(C(C1)=O)C=CC=1N(C(=NC12)C(F)(F)F)C(C)C 8-(1-acetylpiperidin-4-yl)-3-isopropyl-2-(trifluoromethyl)chromeno[7,8-d]imidazol-6(3H)-one